FC=1C=C(C=CC1)C1=C[C@H]2[C@@H]([C@H]2C1)C1=NOC(=N1)CN1C=NC=2N=CN(C2C1=O)C 1-((3-((1S,5S,6R)-3-(3-fluorophenyl)bicyclo[3.1.0]hex-2-en-6-yl)-1,2,4-oxadiazol-5-yl)methyl)-7-methyl-1,7-dihydro-6H-purin-6-one